(1R,3S)-3-(3-{[(3,5-difluorophenyl)acetyl]-amino}-1H-pyrazol-5-yl)-cyclopentyl (2-hydroxy-2-methylpropyl)carbamate OC(CNC(O[C@H]1C[C@H](CC1)C1=CC(=NN1)NC(CC1=CC(=CC(=C1)F)F)=O)=O)(C)C